FC1=C(N=CC2=C1N=C(N=C2N2C[C@@](CCC2)(O)CF)OC[C@]21CCCN1C[C@@H](C2)F)[Sn](CCCC)(CCCC)CCCC (R)-1-(8-Fluoro-2-(((2R,7aS)-2-fluorotetrahydro-1H-pyrrolizin-7a(5H)-yl)methoxy)-7-(tributylstannyl)pyrido[4,3-d]pyrimidin-4-yl)-3-(fluoromethyl)piperidin-3-ol